ClC1=C(C=C(C=C1)[Mg]Br)CC1=CC=C(C=C1)O[C@@H]1COCC1 4-chloro-3-[4-[(3S)-tetrahydro-3-furanoxy]benzyl]phenyl-magnesium bromide